2,4-difluoro-3-methoxyaniline FC1=C(N)C=CC(=C1OC)F